C(#N)C=1C=C(C=CC1F)NC(=O)N1CC=2C(=NN3C2C(C[C@@H](CC3)CF)(F)F)C[C@H]1C (3R,9R)-N-(3-Cyano-4-fluorophenyl)-11,11-difluoro-9-(fluoromethyl)-3-methyl-3,4,8,9,10,11-hexahydro-1H-pyrido[4',3':3,4]pyrazolo[1,5-a]azepine-2(7H)-carboxamide